FC=1C(=CC2=C(N=C(S2)N)C1)F 5,6-difluorobenzo[d]thiazol-2-amine